Dihydro-5h-Pyrimido[4,5-D][1,3]Thiazolo[3,2-a]Pyrimidin N1CN=CC2=C1N=C1N(C2)C=CS1